2-sulfonylethylamine S(=O)(=O)=CCN